hydroxyl-biotin OC(C(O)=O)CCC[C@@H]1SC[C@@H]2NC(=O)N[C@H]12